N1(N=CC=C1)C=1C=CC=2C=3C(C=NC2C1)=CNN3 7-(1H-pyrazol-1-yl)-2H-pyrazolo[4,3-c]Quinolin